gamma-aminobutyl-trimethoxysilane NC(CC[Si](OC)(OC)OC)C